C(C)(C)N1N=C(C=2C1=NC=NC2N)C2=CC=CC1=CC=CC=C21 1-isopropyl-3-(naphthalen-1-yl)-1H-pyrazolo[3,4-d]pyrimidin-4-amine